2-[[4-[4-hydroxy-1-piperidinyl]-6-[[(3-pyridylmethyl)]oxy]-2-pyrimidinyl]amino]-4-methyl-5-thiazolecarboxylic acid, ethyl ester OC1CCN(CC1)C1=NC(=NC(=C1)OCC=1C=NC=CC1)NC=1SC(=C(N1)C)C(=O)OCC